C(CCCC=CCCCCCC)=O 5-dodecen-al